6-bromo-3-(propan-2-yl)-4-(propan-2-yloxy)-3H-imidazo[4,5-c]pyridine Sodium [Na].BrC1=CC2=C(C(=N1)OC(C)C)N(C=N2)C(C)C